phenyl-alanine C1(=CC=CC=C1)N[C@@H](C)C(=O)O